naphtho[1,8-de]pyrimidine N1C=NC2=C3C1=CC=CC3=CC=C2